FC(C(C(C(C(C(C(C(C(C(C(C(F)(F)F)(F)F)(F)F)(F)F)(F)F)(F)F)(F)F)(F)F)(F)F)(F)F)(F)F)(F)I perfluorododecyliodide